FC(CC=1C(=NC(=NC1)NS(=O)(=O)C1=CNC2=C(C(=CC=C12)C(F)F)F)OC)F N-[5-(2,2-difluoroethyl)-4-methoxy-pyrimidin-2-yl]-6-(difluoromethyl)-7-fluoro-1H-indole-3-sulfonamide